(S)-4-amino-2-(2,5-dioxopyrrolidin-3-yl)isoindoline-1,3-dione NC1=C2C(N(C(C2=CC=C1)=O)[C@@H]1C(NC(C1)=O)=O)=O